5-hydroxy-2-(4-(6-(pyrrolidin-1-yl)pyridin-3-yl)piperazine-1-carbonyl)isonicotinaldehyde OC1=CN=C(C=C1C=O)C(=O)N1CCN(CC1)C=1C=NC(=CC1)N1CCCC1